4-hydroxy-5-(4-{[(3R)-1-methylpiperidin-3-yl]amino}phthalazin-1-yl)pyridine-2-carbonitrile OC1=CC(=NC=C1C1=NN=C(C2=CC=CC=C12)N[C@H]1CN(CCC1)C)C#N